5-methyl-1,3-benzoxazole CC=1C=CC2=C(N=CO2)C1